((5-Chloro-4-(cyclopentylamino)pyrimidin-2-yl)amino)-3-methylbenzo[c][1,2]oxaborole-1(3H)-ol ClC=1C(=NC(=NC1)NC1(C2=C(B(O1)O)C=CC=C2)C)NC2CCCC2